2-methylheptadecan-9-yl oct-7-enoate C(CCCCCC=C)(=O)OC(CCCCCCC(C)C)CCCCCCCC